5-Cyano-4-methoxy-6-methyl-N-(3-(oxazol-5-yl)-1H-indazol-5-yl)picolinamide C(#N)C=1C(=CC(=NC1C)C(=O)NC=1C=C2C(=NNC2=CC1)C1=CN=CO1)OC